3-trifluoromethyl-1,5-dimethyl-1H-pyrazole-4-amine FC(C1=NN(C(=C1N)C)C)(F)F